CC1=C[C@@H]([C@H](CC1)C(=C)C)C1=C(C=C(C=C1O)CCCCC)O 2-[(1S,6S)-3-methyl-6-prop-1-en-2-ylcyclohex-2-en-1-yl]-5-pentylbenzene-1,3-diol